FC1=C(C(=CC=C1)F)C1=N[C@H](C2=NN=C(N2C=2SC=3OCCCCC3C12)C)C (7S)-9-(2,6-difluorophenyl)-3,7-dimethyl-16-oxa-18-thia-2,4,5,8-tetraazatetracyclo[8.8.0.02,6.011,17]octadeca-1(10),3,5,8,11(17)-pentaene